D-glucopyranosyl-L-ascorbate C1([C@H](O)[C@@H](O)[C@H](O)[C@H](O1)CO)OC1=C(C(=O)O[C@@H]1[C@@H](O)CO)O